C(C1=CC=CC=C1)N1CCC(=CC1)OC1CC(C1)CO 3-[(1-benzyl-3,6-dihydro-2H-pyridin-4-yl)oxy]cyclobutyl-methanol